CN1[C@H]2[C@@](CCC1)(CCC2)COC2=NC1=C(C(=CC=C1C(=N2)N2C[C@@H]1CC[C@H](CC2)N1)C1=CC(=CC2=CC=CC(=C12)F)O)F 4-(2-{[(4aS,7aR)-1-methyl-octahydro-1H-cyclopenta[b]pyridin-4a-yl]methoxy}-4-[(1S,6R)-3,9-diazabicyclo[4.2.1]nonan-3-yl]-8-fluoroquinazolin-7-yl)-5-fluoronaphthalen-2-ol